C(=C)C=1C=C(C=CC1)C(C=O)=O 1-(3-vinylphenyl)ethane-1,2-dione